ClC1=C(C=CC(=C1)C)NC(C(C)SC1=NC2=C(N1C1=CC=C(C=C1)OC)C=CC=C2)=O N-(2-chloro-4-methyl-phenyl)-2-((1-(4-methoxyphenyl)-1H-benzo[d]imidazol-2-yl)thio)propanamide